N1N=C(C=C1)CN1CCC(CC1)SCC1=NC2=C(C=CC=C2C=N1)C 2-(((1-((1H-Pyrazol-3-yl)methyl)piperidin-4-yl)thio)methyl)-8-methylquinazolin